4,6-dimethyl-2-oxo-1,2-dihydropyridine-3-carboxylic acid ethyl ester C(C)OC(=O)C=1C(NC(=CC1C)C)=O